C(CCCCCCCCCCCC)OC=1C(C(=O)O)=CC=CC1.C(C=1C(O)=CC=CC1)(=O)OCCCCCCCCCCCCC tridecyl Salicylate (Tridecyl Salicylate)